C1(=CC=CC=C1)P(=CC(C)=O)(C1=CC=CC=C1)C1=CC=CC=C1 1-(triphenyl-phosphanylidene)propan-2-one